ClC1=C(C(=O)N[C@H](C(=O)O)CC2=CC=C(C=C2)N2CC3(C4=CC=C(C=C24)F)C(C3)=O)C(=CC=C1)F (S)-2-(2-chloro-6-fluorobenzoylamino)-3-(4-(6'-fluoro-2-oxospiro[cyclopropane-1,3'-indoline]-1'-yl)phenyl)propionic acid